C(CCCCC)CC(=O)O.C(CCCCC)OC(C)=O.C1=CC=C(C2=CC=CC=C12)C1=CC2=CC3=CC=CC=C3C=C2C=C1 2-(4-naphthalenyl)anthracene n-hexyl-acetate (hexyl-acetate)